Ethyl 2-{[6-({5-[6-cyclopropyl-5-(trifluoromethyl)pyridin-3-yl]-7-({[1-(methoxymethyl)cyclopentyl]methyl}(methyl)amino)-1H-imidazo[4,5-b]pyridin-2-yl}carbamoyl)pyridin-3-yl]oxy}acetate C1(CC1)C1=C(C=C(C=N1)C1=CC(=C2C(=N1)N=C(N2)NC(=O)C2=CC=C(C=N2)OCC(=O)OCC)N(C)CC2(CCCC2)COC)C(F)(F)F